ClC=1C=C2C(=NC(=NC2=C(C1C1=CC(=CC2=CC=CC=C12)O)F)OCC1=CC=NN1)N1CC2CCC(C1)N2 4-(6-chloro-4-{3,8-diazabicyclo[3.2.1]oct-3-yl}-8-fluoro-2-[(1H-pyrazol-5-yl)methoxy]quinazolin-7-yl)naphthalen-2-ol